FC1=C(C(=C(C=C1OC)OC)F)N1C(N(C2=C(C1)C=NC1=C2C=CN1COCC[Si](C)(C)C)C)=O 3-(2,6-difluoro-3,5-dimethoxyphenyl)-1-methyl-7-{[2-(trimethylsilyl)ethoxy]methyl}-1,3,4,7-tetrahydro-2H-pyrrolo[3',2':5,6]pyrido[4,3-d]pyrimidin-2-one